OCC(C(=O)OC)C1=CC=C(C=C1)C#N Methyl 3-hydroxy-2-(4-cyanophenyl)propanoate